CC1=CC2=C(N=C(N=C2NCCCC=2C=C(C=CC2)C)C(F)(F)F)S1 6-methyl-N-(3-(m-tolyl)propyl)-2-(trifluoromethyl)thieno[2,3-d]pyrimidin-4-amine